ClC=1C=C(C=C2C=C(N=CC12)NCC1=CC=C(C=C1)OC)N1C(OC=C1C)=O 3-[8-chloro-3-[(4-methoxyphenyl)methylamino]-6-isoquinolinyl]-4-methyl-oxazol-2-one